NC=1C=C(C=CC1N)SC1=CC=C(C=C1)N1CCSCC1 4-(4-((3,4-diaminophenyl)thio)phenyl)thiomorpholine